(R)-2-(4-(3H-[1,2,3]triazolo[4,5-b]pyridin-3-yl)-2-fluoro-N-(piperidin-3-yl)benzamido)-N-methylnicotinamide N1=NN(C2=NC=CC=C21)C2=CC(=C(C(=O)N([C@H]1CNCCC1)C1=C(C(=O)NC)C=CC=N1)C=C2)F